FC=1C=C2CN(CC2=CC1)C(CNC12CC3(CC(CC(C1)C3)C2)NC(OCC)=O)=O ethyl (3-((2-(5-fluoroisoindolin-2-yl)-2-oxoethyl)amino) adamantan-1-yl)carbamate